CC1=NN(C(=C1)C)CCN(CC[C@@H](C(=O)O)NC1=NC(=NC=C1)C1=CC=CC=C1)CCCCC1=NC=2NCCCC2C=C1 (S)-4-((2-(3,5-dimethyl-1H-pyrazol-1-yl)ethyl)(4-(5,6,7,8-tetrahydro-1,8-naphthyridin-2-yl)butyl)amino)-2-((2-phenylpyrimidin-4-yl)amino)butanoic acid